2,4,5-TRICHLOROPHENYLBORONIC ACID ClC1=C(C=C(C(=C1)Cl)Cl)B(O)O